O[C@]1([C@@H](CCC1)N1C(C(=CC2=C1N=C(N=C2)NC2CCS(CC2)(=O)=NC)C)=O)C 8-((1R,2R)-2-hydroxy-2-methylcyclopentyl)-6-methyl-2-((1-(methylimino)-1-oxidohexahydro-1λ6-thiopyran-4-yl)amino)pyrido[2,3-d]pyrimidin-7(8H)-one